NC=1C(=CC(=C(C1)C1=CC2=C(N=C(N=C2)C=2C(=NC=CC2C(F)(F)F)C(=O)NC)N2C1=NCC2)Br)F (6-(5-amino-2-bromo-4-fluorophenyl)-8,9-dihydroimidazo[1',2':1,6]pyrido[2,3-d]pyrimidin-2-yl)-N-methyl-4-(trifluoromethyl)picolinamide